BrC=1C(=C(C=CC1)S(=O)(=O)N)[N+](=O)[O-] bromo-2-nitrobenzene-1-sulfonamide